CN(CCCCCCCCCCCCCCCC)C N,N-dimethyl-hexadecane-1-amine